ethyl 2-[(azetidin-3-yl)methyl]-8-methyl-4,5-dihydro-2H-furo[2,3-g]indazole-7-carboxylate hydrogen chloride Cl.N1CC(C1)CN1N=C2C3=C(CCC2=C1)OC(=C3C)C(=O)OCC